NCC1=CC=C(C=C1)C1CCN(CC1)C(=O)OC(C)(C)C tert-butyl 4-(4-(aminomethyl)phenyl)piperidine-1-carboxylate